CC1=CC(=NC=C1C=1N=CC2=CC(=NC=C2C1)NC)C(CCC)O 1-(4-methyl-5-(7-(methylamino)-2,6-naphthyridin-3-yl)pyridin-2-yl)butan-1-ol